N-(4-(4-amino-2-oxo-1-(4-(piperazine-1-yl)phenyl)-1,2-dihydro-3H-imidazo[4,5-c]pyridin-3-yl)benzyl)-5-fluoro-2-methoxybenzamide NC1=NC=CC2=C1N(C(N2C2=CC=C(C=C2)N2CCNCC2)=O)C2=CC=C(CNC(C1=C(C=CC(=C1)F)OC)=O)C=C2